FC=1C(=CC=2C3=C(NC(C2C1)=O)COC[C@@H]3N(C(=O)C3CC1=CC=CC=C1C3)C)F (R)-N-(8,9-difluoro-6-oxo-1,4,5,6-tetrahydro-2H-pyrano[3,4-c]isoquinolin-1-yl)-N-methyl-2,3-dihydro-1H-indene-2-carboxamide